N[C@@H]1C2=CC=CC=C2CC12CCN(CC2)C=2NC(C1=C(N2)NN=C1C1(C(C1)(F)F)C1=CC=CC=C1)=O 6-((S)-1-amino-1,3-dihydrospiro[indene-2,4'-piperidine]-1'-yl)-3-(2,2-difluoro-1-phenylcyclopropyl)-1,5-dihydro-4H-pyrazolo[3,4-d]pyrimidin-4-one